2-[4-[3-[3,5-dimethoxy-4-(2,2,2-trifluoroethyl-carbamoyl)phenyl]imidazo[1,2-a]pyridin-7-yl]pyrazol-1-yl]propanoic acid COC=1C=C(C=C(C1C(NCC(F)(F)F)=O)OC)C1=CN=C2N1C=CC(=C2)C=2C=NN(C2)C(C(=O)O)C